methyl 2-[3-(1,3-benzothiazol-2-ylamino)-4-methyl-6,7-dihydro-5H-pyrido[2,3-c]pyridazin-8-yl]-5-[3-[tert-butyl(dimethyl)silyl]oxypropyl]thiazole-4-carboxylate S1C(=NC2=C1C=CC=C2)NC2=C(C1=C(N=N2)N(CCC1)C=1SC(=C(N1)C(=O)OC)CCCO[Si](C)(C)C(C)(C)C)C